(6-fluoro-2-methyl-1,3-benzothiazol-5-yl)ethanone FC1=CC2=C(N=C(S2)C)C=C1C(C)=O